C(C1=CC=CC=C1)SC1=CC(=C(CNC(\C=C\C=2C=NC3=NC(=CC=C3C2Cl)OC)=O)C(=C1)F)F (E)-N-(4-(benzylthio)-2,6-difluorobenzyl)-3-(4-chloro-7-methoxy-1,8-naphthyridine-3-yl)acrylamide